C(C)OC1=C(C=NC(=C1)C(F)(F)F)NC(=O)N[C@@H](C)C1=NC=NN1C1=CC(=NC=N1)C(=O)N 6-[5-[(1S)-1-[[4-ethoxy-6-(trifluoromethyl)-3-pyridyl]carbamoylamino]ethyl]-1,2,4-triazol-1-yl]pyrimidine-4-carboxamide